3-chloro-6-isoindolin-5-yl-2-piperazin-1-yl-quinoline dihydrochloride Cl.Cl.ClC=1C(=NC2=CC=C(C=C2C1)C=1C=C2CNCC2=CC1)N1CCNCC1